methyl 5-(2-(2-(tert-butyl)phenoxy)acetamido)-2-hydroxybenzoate C(C)(C)(C)C1=C(OCC(=O)NC=2C=CC(=C(C(=O)OC)C2)O)C=CC=C1